ClC=1C(N(C=C(C1C)C=1NC2=CC=C(C=C2C1C(C)C)C1CCN(CC1)CCC(C)C)C)=O 3-chloro-5-(5-(1-isopentylpiperidin-4-yl)-3-isopropyl-1H-indol-2-yl)-1,4-dimethylpyridin-2(1H)-one